COC(C1=C(C=C(C(=C1)F)C1=CC=CC=2CN(COC21)C(C2=C(C=C(C(=C2)OC)Br)Cl)=O)N2C1COCC2CC1)=O 4-[3-(4-Bromo-2-chloro-5-methoxybenzoyl)-2,4-dihydro-1,3-benzoxazin-8-yl]-5-fluoro-2-(3-oxa-8-azabicyclo[3.2.1]oct-8-yl)benzoic acid methyl ester